2-(4-chlorobenzyl)-6-hydroxybenzofuran-3(2H)-one ClC1=CC=C(CC2OC3=C(C2=O)C=CC(=C3)O)C=C1